di-tertiary butyl phosphate potassium salt [K+].P(=O)(OC(C)(C)C)(OC(C)(C)C)[O-]